C[C@H]1CN(CCC1)C(=O)C=1C=C2N=CC=NC2=CC1 |r| (±)-(3-Methyl-piperidin-1-yl)-quinoxalin-6-yl-methanone